4-{[1,2,4]triazolo[4,3-b]pyridazin-6-yl(piperazin-1-yl)ethyl}benzene-1-sulfonamide N=1N=CN2N=C(C=CC21)C(CC2=CC=C(C=C2)S(=O)(=O)N)N2CCNCC2